6,7-difluoro-3,4-dihydro-2H-benzo[b][1,4]oxazine-2-carboxylic acid ethyl ester C(C)OC(=O)C1CNC2=C(O1)C=C(C(=C2)F)F